O=C1\C(\NC2=CC=C(C=C12)S(=O)(=O)O)=C\1/NC2=CC=C(C=C2C1=O)S(=O)(=O)O.[Al] Aluminum (2E)-3-oxo-2-(3-oxo-5-sulfo-1H-indol-2-ylidene)-1H-indole-5-sulfonic acid